2'-methoxyuridine phosphoramidite P(O)(N)OC[C@@H]1[C@H]([C@]([C@@H](O1)N1C(=O)NC(=O)C=C1)(O)OC)O